O1C(COCC1)COC1=NC(N2C(C3=CC=C(C=C3CC2)C#CC(C)O)=C1)=O 2-([1,4]Dioxan-2-ylmethoxy)-9-(3-hydroxy-but-1-ynyl)-6,7-dihydro-pyrimido[6,1-a]isoquinolin-4-one